6-(1-((1,5-dimethyl-1H-pyrazol-4-yl)sulfonyl)-1,2,3,6-tetrahydropyridin-4-yl)-7-methylquinoxaline CN1N=CC(=C1C)S(=O)(=O)N1CCC(=CC1)C=1C=C2N=CC=NC2=CC1C